COC(C(=O)C1=CC=CC=C1)C(F)(F)F methoxytrifluoromethyl-acetophenone